ClC=1C=C(C=C(C1)Cl)C=1C=CN=C2C(=C(C=NC12)NC(=O)[C@H]1CCOC2=CC=CC=C12)N(C)C (4S)-N-[8-(3,5-dichlorophenyl)-4-(dimethylamino)-1,5-naphthyridin-3-yl]chromane-4-carboxamide